1,6,11-trimethoxy-4-(4-methoxyphenyl)triphenylene COC1=CC=C(C=2C3=CC(=CC=C3C3=CC=C(C=C3C12)OC)OC)C1=CC=C(C=C1)OC